C1[C@H]([C@H]([C@H](O[C@]1(C(=O)O)O)[C@@H](CO)O)O[C@@H]2[C@H]([C@H]([C@@H]([C@H](O2)CO[C@@H]3[C@H]([C@H]([C@@H]([C@H](O3)CO)O)O)O)O)O[C@@H]4[C@H]([C@H]([C@@H]([C@H](O4)CO)O)O)O[C@@H]5[C@H]([C@H]([C@@H]([C@H](O5)CO)O)O)O[C@@H]6[C@H]([C@H]([C@@H]([C@H](O6)CO)O)O)O)O)O The molecule is a branched hexasaccharide comprised of five alpha-D-mannose residues linked as shown and also to a 3-deoxy-alpha-D-manno-oct-2-ulosonic acid (3-deoxy-D-manno-oct-2-ulosonic acid; Kdo) residue at the reducing end, corresponding to the core oligosaccharide of the phytopathogenic bacterium Rhizobacterium radiobacter strain Rv3.